ClC1=CC=C(C=C1)C1=CC=C(S1)CC(=O)N1CCN(CC1)C 2-(5-(4-Chlorophenyl)thiophen-2-yl)-1-(4-methylpiperazin-1-yl)ethan-1-on